5-(3-chloro-1-(1-methylpiperidin-4-yl)-1H-pyrazol-4-yl)-2-ethyl-3-(3-fluorophenyl)-1H-pyrrolo[2,3-b]pyridine ClC1=NN(C=C1C=1C=C2C(=NC1)NC(=C2C2=CC(=CC=C2)F)CC)C2CCN(CC2)C